10-(benzyloxy)-12-bromo-2,3,4,5,6,7-hexahydro-1,8-methanopyrido[1,2-b][1,2,5]triazacycloundecine-9,11-dione C(C1=CC=CC=C1)OC=1C(C(=CN2N3CCCCCCN(C(C21)=O)C3)Br)=O